C(C)(C)C1C(=C(C(=O)[O-])C=CC1=O)C(=O)[O-] 3-isopropyl-4-oxo-3,4-dihydro-phthalate